2-methyl-2-propyl-1,3-propanediol dimethacrylate C(C(=C)C)(=O)OCC(COC(C(=C)C)=O)(CCC)C